O[C@@H](C(C(=O)OC)(C)C)C1=CC(=C(C=C1)C)COCC1=CC=C(C=C1)OC methyl (R)-3-hydroxy-3-(3-(((4-methoxybenzyl)oxy)methyl)-4-methylphenyl)-2,2-dimethylpropanoate